N-(4-fluoro-3-((2-((1-methyl-1H-pyrazol-4-yl)amino)-5-(phenylsulfonamido)pyrimidin-4-yl)amino)phenyl)acrylamide FC1=C(C=C(C=C1)NC(C=C)=O)NC1=NC(=NC=C1NS(=O)(=O)C1=CC=CC=C1)NC=1C=NN(C1)C